1-allyl-3-vinylimidazole bis(trifluoromethylsulfonyl)imide salt [N-](S(=O)(=O)C(F)(F)F)S(=O)(=O)C(F)(F)F.C(C=C)N1CN(C=C1)C=C